(1-(4-methylpiperazin-1-yl)cyclopropyl)methanol CN1CCN(CC1)C1(CC1)CO